C(C(=O)OCC(CCCC)CC)(=O)OCC(CCCC)CC di(2-ethylhexyl) oxalate